CC=1C(=C2C=NN(C2=CC1C)C1OCCCC1)B(O)O (5,6-dimethyl-1-(tetrahydro-2H-pyran-2-yl)-1H-indazol-4-yl)boronic acid